BrC=1C2=C(C(N(C1)C1=CC(=CC=C1)[C@H](C1=NN=CN1C)C1CCC1)=O)NC(=N2)C 7-bromo-5-{3-[(R)-cyclobutyl(4-methyl-4H-1,2,4-triazol-3-yl)methyl]phenyl}-2-methyl-3,5-dihydro-4H-imidazo[4,5-c]pyridin-4-one